C1(C=CC(N1CCC(=O)NCCCCCC(=O)ON1C(CCC1=O)=O)=O)=O succinimidyl 6-[beta-maleimidopropionamido]hexanoate